ClC1=NC=C(C(=C1)C1=C(C=NC(=C1)N1CCNC2(CC2)C1=O)C(=O)OCC1=CC=CC=C1)OC benzyl 2'-chloro-5'-methoxy-6-(8-oxo-4,7-diazaspiro[2.5]oct-7-yl)-[4,4'-bipyridine]-3-carboxylate